ClC1=CC=C(CN2C(C(N(CC2=O)C(C)C)=O)C2=CC=C(C=C2)C(F)(F)F)C=C1 4-(4-chlorobenzyl)-1-isopropyl-3-(4-(trifluoromethyl)phenyl)piperazine-2,5-dione